N-[9-[(2R,6S)-6-[[bis(4-methoxyphenyl)-phenyl-methoxy]methyl]-6-(hydroxymethyl)-4-isopropyl-morpholin-2-yl]-6-oxo-1H-purin-2-yl]-2-methyl-propanamide COC1=CC=C(C=C1)C(OC[C@@]1(O[C@H](CN(C1)C(C)C)N1C=2N=C(NC(C2N=C1)=O)NC(C(C)C)=O)CO)(C1=CC=CC=C1)C1=CC=C(C=C1)OC